ClC1=CC=C2C(=N1)N(C=C2)C2=NC(=C(C(=N2)OC)CCC#N)OC 6-chloro-N-[5-(2-cyanoethyl)-4,6-dimethoxy-pyrimidin-2-yl]-1H-pyrrolo[2,3-b]pyridine